2-methylthieno[2,3-b]pyridine CC1=CC=2C(=NC=CC2)S1